NC=1C=C(C=C(C1)C(F)(F)F)[C@@H](C)NC1=NC(=NC2=C3C(=C(C=C12)N1CCOCC1)CCC3)C (R)-N-(1-(3-amino-5-(trifluoromethyl)phenyl)ethyl)-2-methyl-6-morpholino-8,9-dihydro-7H-cyclopenta[H]quinazolin-4-amine